CC1=NC(=CC(=C1)C=1NC2=CC=C(C=C2C1C(C)C)OC1CCN(CC1)CC(=O)N(C)C)C 2-(4-((2-(2,6-Dimethylpyridin-4-yl)-3-isopropyl-1H-indol-5-yl)oxy)piperidin-1-yl)-N,N-dimethylacetamid